tert-Butyl 4-(2-bromothiazole-5-carboxamido)-5-methyl-1H-benzo[d][1,2,3]triazole-1-carboxylate BrC=1SC(=CN1)C(=O)NC1=C(C=CC=2N(N=NC21)C(=O)OC(C)(C)C)C